3-(5-(1-(2,5-difluorobenzyl)piperidin-4-yl)-1-oxoisoindolin-2-yl)piperidine-2,6-dione FC1=C(CN2CCC(CC2)C=2C=C3CN(C(C3=CC2)=O)C2C(NC(CC2)=O)=O)C=C(C=C1)F